ClC=1C=C(C=CC1F)NC(=O)C1=C(N=C(N1C)NCC)C1CC2CC(CC2C1)=O N-(3-chloro-4-fluorophenyl)-2-(ethylamino)-1-methyl-4-(5-oxooctahydropentalen-2-yl)-1H-imidazole-5-carboxamide